acrylic acid ammonium salt [NH4+].C(C=C)(=O)[O-]